CC(=CCC/C(=C/CC/C(=C/CC/C(=C\\CC/C(=C\\CC/C(=C\\CC/C(=C\\CC/C(=C\\CC/C(=C\\CC/C(=C\\CC/C(=C\\COP(=O)(O)OP(=O)(O)O[C@@H]1[C@@H]([C@H]([C@@H]([C@H](O1)CO)O)O[C@@H]2[C@H]([C@H]([C@@H]([C@H](O2)CO)O)O[C@@H]3[C@H]([C@H]([C@@H]([C@H](O3)CO)O)O[C@@H]4[C@H]([C@H]([C@@H]([C@H](O4)CO)O)O)O)O)O)NC(=O)C)/C)/C)/C)/C)/C)/C)/C)/C)/C)/C)C The molecule is a polyprenyl phospho oligosaccharide consisting of the tetrasaccharide alpha-D-mannosyl-(1->3)-alpha-D-mannosyl-(1->3)-alpha-D-mannosyl-(1->3)-N-acetyl-alpha-D-glucosamin linked via a diphospho group to ditrans,polycis-undecaprenol. It is a conjugate acid of an alpha-D-mannosyl-(1->3)-alpha-D-mannosyl-(1->3)-alpha-D-mannosyl-(1->3)-N-acetyl-alpha-D-glucosaminyl-1-diphospho-ditrans,polycis-undecaprenol(2-).